CC1(CCN(CC1)C=1OC2=C(C=C(C=C2C(C1)=O)C)[C@@H](C)NC1=C(C=CC=C1)S(=O)(=N)C)C 2-(4,4-dimethylpiperidin-1-yl)-6-methyl-8-((1R)-1-((2-(S-methylsulfonimidoyl)phenyl)amino)ethyl)-4H-chromen-4-one